Cl.NCCCC(=O)O 4-AMINOBUTANOIC ACID HYDROCHLORIDE